N-(4-(2-((4-(dimethyl-amino)-3-fluorocyclohexyl)amino)-8-isopropyl-7-oxo-7,8-dihydropteridin-6-yl)-2,6-difluorophenyl)-3,3,3-trifluoropropane-1-sulfonamide CN(C1C(CC(CC1)NC1=NC=2N(C(C(=NC2C=N1)C1=CC(=C(C(=C1)F)NS(=O)(=O)CCC(F)(F)F)F)=O)C(C)C)F)C